Di-Ethyl Succinate C(CCC(=O)OCC)(=O)OCC